1,3,5-trimethyl-2,4,6-tris(3,5-di-tert-butylhydroxybenzyl)benzene CC1=C(C(=C(C(=C1C(C1=CC(=CC(=C1)C(C)(C)C)C(C)(C)C)O)C)C(C1=CC(=CC(=C1)C(C)(C)C)C(C)(C)C)O)C)C(C1=CC(=CC(=C1)C(C)(C)C)C(C)(C)C)O